3-chloro-4-(oxetan-3-ylmethoxy)aniline ClC=1C=C(N)C=CC1OCC1COC1